C(C)(C)(C)OC(=O)N1CCC(CC1)OC1=CC=NC2=CC(=CC=C12)OC 4-[(7-methoxy-4-quinolinyl)oxy]Piperidine-1-carboxylic acid tert-butyl ester